C(C)(C)(C)OC(N([C@@H](CCO)C1=NC=C(N=C1)C)O)=O N-hydroxy-N-[(1S)-3-hydroxy-1-(5-methylpyrazin-2-yl)propyl]carbamic acid tert-butyl ester